C(C)OC1=C(C=C(C=N1)C1=CC(=C2C(=N1)N=C(N2)C=2N=CC(=NC2)N2CCC(CC2)C(=O)OCC)N(C)CC2(CCC2)COC)C(F)(F)F Ethyl 1-(5-{5-[6-ethoxy-5-(trifluoromethyl)pyridin-3-yl]-7-[{[1-(methoxymethyl)cyclobutyl]methyl}(methyl)amino]-1H-imidazo[4,5-b]pyridin-2-yl}pyrazin-2-yl)piperidine-4-carboxylate